zinc-Aluminum-magnesium [Mg].[Al].[Zn]